(2R)-neopentyl 2-(((((2R,3S,4R,5S)-5-(4-aminopyrrolo[2,1-f][1,2,4]triazin-7-yl)-2-cyano-3,4-dihydroxytetrahydrofuran-2-yl)methoxy)(phenoxy)phosphoryl)amino)propanoate NC1=NC=NN2C1=CC=C2[C@H]2[C@@H]([C@@H]([C@@](O2)(C#N)COP(=O)(OC2=CC=CC=C2)N[C@@H](C(=O)OCC(C)(C)C)C)O)O